2-(1,1-difluoroethyl)-N-(1-methoxy-4-(methylsulfonyl)but-3-en-2-yl)-4-phenoxypyrimidine-5-carboxamide FC(C)(F)C1=NC=C(C(=N1)OC1=CC=CC=C1)C(=O)NC(COC)C=CS(=O)(=O)C